hydroxylamine hydrochloride acetate C(C)(=O)O.Cl.NO